dimethyl 2-((4-fluoro-2-methoxyphenyl)(methyl)amino)maleate FC1=CC(=C(C=C1)N(/C(/C(=O)OC)=C/C(=O)OC)C)OC